methoxyacetic acid anion COCC(=O)[O-]